C12(CC3CC(CC(C1)C3)C2)C2=C(C(=C(OCCCCCCCCCCCP(O)(O)=O)C=C2)F)F 11-[4-(1-adamantyl)-2,3-difluoro-phenoxy]undecylphosphonic acid